FC1=CC=C(C=C1)NC(=O)C1=C(CN(N(C1=O)C(=O)OC(C)(C)C)C=1C=NC(=CC1)C(F)(F)F)SC tert-butyl 5-((4-fluorophenyl) carbamoyl)-4-methylsulfanyl-6-oxo-2-(6-(trifluoromethyl) pyridin-3-yl)-2,3-dihydropyridazine-1(6H)-carboxylate